(4-amino-1,3-dihydrofuro[3,4-c][1,7]naphthyridin-8-yl)((3R)-3-(6-(2-propyloxy)-3-pyridinyl)-4-morpholinyl)methanone NC1=NC=2C=NC(=CC2C2=C1COC2)C(=O)N2[C@@H](COCC2)C=2C=NC(=CC2)OC(C)C